NCCCN1CCN(CC1)CCCN1N=C(C(=C1)NC1=C2N=CN(C2=NC(=N1)N1C[C@H]([C@@H](C1)F)NC(OCC[Si](C)(C)C)=O)C)OC 2-trimethylsilylethyl N-[(3R,4R)-1-[6-[[1-[3-[4-(3-aminopropyl)piperazin-1-yl]propyl]-3-methoxy-pyrazol-4-yl] amino]-9-methyl-purin-2-yl]-4-fluoro-pyrrolidin-3-yl]carbamate